C1(CCCCC1)C(C(CCCCOC1=CC=CC=C1)C)NS(=O)(=O)C1=CC=C(C=C1)C N-(1-cyclohexyl-2-methyl-6-phenoxyhexyl)-4-methylbenzenesulfonamide